N1CC(C1)C1CN(CCO1)C1CC(C1)(C(=O)OC)C methyl (1r,3s)-3-[2-(azetidin-3-yl)morpholin-4-yl]-1-methylcyclobutane-1-carboxylate